(E)-2-methyl-4-(2-tosylvinyl)-2,4-dihydro-3H-1,2,4-triazol-3-one CN1N=CN(C1=O)\C=C\S(=O)(=O)C1=CC=C(C)C=C1